COC1=CC=C(C=C1)CN(C1=NC(=C(C=C1C#N)OC(F)F)C1CC1)CC1=CC=C(C=C1)OC 2-[bis[(4-methoxyphenyl)methyl]amino]-6-cyclopropyl-5-(difluoromethoxy)pyridine-3-carbonitrile